CON(C(=O)C1[C@H]2CN(C[C@@H]12)C(=O)OC(C)(C)C)C (1R,5S,6S)-tert-butyl 6-(methoxy(methyl)carbamoyl)-3-azabicyclo[3.1.0]hexane-3-carboxylate